The molecule is a dipeptide formed from L-serine and L-tyrosine residues. It has a role as a metabolite. It is a dipeptide, a member of phenols, a primary alcohol and a secondary carboxamide. It derives from a L-serine and a L-tyrosine. C1=CC(=CC=C1C[C@@H](C(=O)O)NC(=O)[C@H](CO)N)O